CC1OC(CC(C1)C=1C(=NN(C1C)CC(=O)NC1=NC=C(C=C1)C=1C=NC=NC1)C)C 2-[4-(2,6-dimethyltetrahydropyran-4-yl)-3,5-dimethyl-pyrazol-1-yl]-N-(5-pyrimidin-5-yl-2-pyridyl)acetamide